OC[P+](CO)(CO)CO.P([O-])([O-])([O-])=O.OC[P+](CO)(CO)CO.OC[P+](CO)(CO)CO phosphoric acid, tetrakis(hydroxymethyl)phosphonium salt